(1r,2'S,4S)-4-(3-chloroanilino)-2'-{(2R)-2-methyl-3-[(3-methyl-5,6,7,8-tetrahydroquinolin-4-yl)oxy]propyl}-2',3'-dihydrospiro[cyclohexane-1,1'-indene]-4-carboxylic acid ClC=1C=C(NC2(CCC3([C@H](CC4=CC=CC=C34)C[C@H](COC3=C(C=NC=4CCCCC34)C)C)CC2)C(=O)O)C=CC1